CN(C1=NC=CC(=C1)C1=NC=2N3C=4C=CC=CC4SC3=C(C(C2C=N1)=O)C(=O)OCC)C ethyl 4-[2-(dimethylamino)-4-pyridyl]-8-oxo-11-thia-1,3,5-triazatetracyclo[8.7.0.02,7.012,17]heptadeca-2(7),3,5,9,12(17),13,15-heptaene-9-carboxylate